(R)-3-(8-bromo-1,2,4a,5-tetrahydrobenzo[b]pyrazino[1,2-d][1,4]oxazin-3(4H)-yl)azetidine-1-carboxylic acid tert-butyl ester C(C)(C)(C)OC(=O)N1CC(C1)N1C[C@H]2N(C3=C(OC2)C=C(C=C3)Br)CC1